diamino-hydroxytriphenylmethane NC=1C(=C(C=CC1)C(C1=CC=CC=C1)(C1=CC=CC=C1)O)N